phosphonium (tetrabutylphosphonium) C(CCC)[P+](CCCC)(CCCC)CCCC.[PH4+]